C(C1=CC=CC=C1)(=O)N1C[C@H]2C([C@H]2C1)(C)C (1R,2S,5S)-3-benzoyl-6,6-dimethyl-3-azabicyclo[3.1.0]hexan